C(C)(C)C1=C(C(C2=C1N(C=1C=CC=CC21)C)C)C 3-isopropyl-1,2,4-trimethyl-1,4-dihydro-cyclopenta[b]indole